[In].OC(CN(CCCNC(CCCCCCC\C=C/C\C=C/CCCCC)=O)CCCOCCCCCCCC)CO N-[3-[(2,3-dihydroxypropyl)(3-octyloxypropyl)amino]propyl]linoleamide indium